C(CC)OC1=NN=CC2=C(C=CC=C12)C 1-(propoxy)-5-methylphthalazine